O1C[C@H](C2=C1C=CC=C2)C[C@@H](NC(=O)[C@H]2[C@@H]1CC[C@H](C2)O1)B(O)O [(1S)-2-[(3S)-2,3-dihydro-1-benzofuran-3-yl]-1-{[(1S,2R,4R)-7-oxabicyclo[2.2.1]-heptan-2-yl]formamido}ethyl]boronic acid